3-carbazolevaleric acid C1=CC(=CC=2C3=CC=CC=C3NC12)CCCCC(=O)O